1-(4-(pyrimidin-2-yl)piperazin-1-yl)propan-1-one N1=C(N=CC=C1)N1CCN(CC1)C(CC)=O